ClC[C@@H](COC1=C(C=C(C=C1Cl)C(C)(C)C1=CC=C(C=C1)OC[C@@H](COC)O)Cl)O (R)-1-chloro-3-(2,6-dichloro-4-(2-(4-((R)-2-hydroxy-3-methoxypropoxy)phenyl)propan-2-yl)phenoxy)propan-2-ol